CC1=C(OC2=C(C=C(C=C2C1=O)C)[C@@H](C)NC1=C(C=CC=C1)C(=O)NO)C1=CC2=CN(N=C2C=C1)C 2-[[(1R)-1-[3,6-dimethyl-2-(2-methylindazol-5-yl)-4-oxo-chromen-8-yl]ethyl]amino]benzenecarbohydroxamic acid